2-((1r,4r)-4-(methoxymethyl)cyclohexyl)quinoline-6-carbaldehyde COCC1CCC(CC1)C1=NC2=CC=C(C=C2C=C1)C=O